5-(benzyloxy)-1-(7,8-difluoroindeno[1,2-a]inden-4b(9H)-yl)-3-(3-fluorobenzyl)-2,3-dihydro-1H-pyrido[2,1-f][1,2,4]triazine-4,6-dione C(C1=CC=CC=C1)OC=1C(C=CN2N(CN(C(C21)=O)CC2=CC(=CC=C2)F)C21C(=CC3=CC=CC=C23)CC=2C(=C(C=CC21)F)F)=O